Chloromethyl-diisopropenoxysilane ClC[SiH](OC(=C)C)OC(=C)C